BrC=1C=CC=2N(C1)C(=CN2)C2=CC(=CC(=C2)OC)OC 6-bromo-3-(3,5-dimethoxyphenyl)imidazo[1,2-a]pyridine